FC(C(O)O)(CCCCCCC)F 2,2-difluorononane-1,1-diol